FC(C1=NNC(=C1)N)(F)F 3-(Trifluoromethyl)-1H-pyrazol-5-amine